(E)-3-methyl-4-oxo-2-butenoic acid methyl ester COC(\C=C(\C=O)/C)=O